2-(3-((tert-Butoxycarbonyl)amino)phenyl)propanoic acid C(C)(C)(C)OC(=O)NC=1C=C(C=CC1)C(C(=O)O)C